6-{(3S,4S)-4-methyl-1-[3-(trifluoromethyl)benzyl]pyrrolidin-3-yl}-1-(tetrahydro-2H-pyran-4-yl)-1,5-dihydro-4H-pyrazolo[3,4-d]pyrimidin-4-one C[C@H]1[C@@H](CN(C1)CC1=CC(=CC=C1)C(F)(F)F)C=1NC(C2=C(N1)N(N=C2)C2CCOCC2)=O